FC1=CC=C(C=C1)CNC1=C(C(=NN1C(=O)C1=COC=C1C)C1C(N(C1C(F)(F)F)C(=O)N1CC(CC1)O)=O)C 3-(5-{[(4-Fluorophenyl)methyl]amino}-4-methyl-1-(4-methylfuran-3-carbonyl)-1H-pyrazol-3-yl)-1-(3-hydroxypyrrolidin-1-carbonyl)-4-(trifluoromethyl)azetidin-2-on